C(C)(C)(C)OC(=O)N[C@@H](C(=O)OC)CCC1=NC(=NO1)C1=CC=CC=C1 methyl (R)-2-((tert-butoxycarbonyl)amino)-4-(3-phenyl-1,2,4-oxadiazol-5-yl)butanoate